CC1(CN(CC=C1C(=O)[O-])C(=O)OC)C methyl 3,3-dimethyl-2,6-dihydropyridine-1,4-dicarboxylate